COC(=O)C1=C(C=NN1C)B1OC(C(O1)(C)C)(C)C 1-methyl-4-(4,4,5,5-tetramethyl-1,3,2-dioxaborolan-2-yl)-1H-pyrazole-5-carboxylic acid methyl ester